tert-butyl 3-(2-(8-fluoro-2-methylimidazo[1,2-a]pyridin-6-yl)-4-oxo-4H-pyrido[1,2-a][1,3,5]triazin-7-yl)-3,9-diazabicyclo[3.3.1]nonane-9-carboxylate FC=1C=2N(C=C(C1)C=1N=C3N(C(N1)=O)C=C(C=C3)N3CC1CCCC(C3)N1C(=O)OC(C)(C)C)C=C(N2)C